NC=1C(=NC=C(N1)N1CCC2(CC1)[C@@H](C1CC1C2)N)SC2=C1C(CN(C1=CC=C2)C(C)=O)(F)F 1-(4-((3-amino-5-((2R)-2-aminospiro[bicyclo[3.1.0]hexane-3,4'-piperidin]-1'-yl)pyrazin-2-yl)thio)-3,3-difluoroindolin-1-yl)ethan-1-one